N,N-dibutyl-4-[4-(dibutylamino)benzenecarboximidoyl]aniline C(CCC)N(C1=CC=C(C=C1)C(=N)C1=CC=C(C=C1)N(CCCC)CCCC)CCCC